FC1=C2N=C(N=C3C2=C(OC(C2C4CCC(CN32)N4)C)N=C1)OCC14CC(CN4C[C@@H](C1)F)=C 1-fluoro-12-(((2R)-2-fluoro-6-methylenetetrahydro-1H-pyrrolizin-7a(5H)-yl)methoxy)-5-methyl-5a,6,7,8,9,10-hexahydro-5H-4-oxa-3,10a,11,13,14-pentaaza-6,9-Methanonaphtho[1,8-ab]heptalene